7-((5-chloropyridin-2-yl)methyl)-8-(3-ethylphenoxy)-1-(3-hydroxypropyl)-3-methyl-1H-purine-2,6(3H,7H)-dione ClC=1C=CC(=NC1)CN1C(=NC=2N(C(N(C(C12)=O)CCCO)=O)C)OC1=CC(=CC=C1)CC